O-((4-methyltetrahydrofuran-3-yl) methyl) hydrazinethiocarboxylate N(N)C(OCC1COCC1C)=S